(+)-2-(4-isobutylphenyl)propionic acid C(C(C)C)C1=CC=C(C=C1)C(C(=O)O)C